C(C1=CC=CC=C1)NC=1C=2N(N=C(C1)SC1CCN(CC1)C(C(F)(F)F)=O)C(=CN2)C2CC2 1-(4-((8-(benzylamino)-3-cyclopropylimidazo[1,2-b]pyridazin-6-yl)thio)piperidin-1-yl)-2,2,2-trifluoroethan-1-one